C(N)(=O)C=1C(=NC(=NC1)NC1=C(C(=O)O)C=CC=C1OC)NC1=C(C=CC=C1)C(F)(F)F ((5-carbamoyl-4-((2-(trifluoromethyl)phenyl)amino)pyrimidin-2-yl)amino)-3-methoxybenzoic acid